CN1N=CC=C1NC1=C(C=CC(=C1)C(F)(F)F)C1(CC1)C#N 1-(2-((1-Methyl-1H-pyrazol-5-yl)amino)-4-(trifluoromethyl)phenyl)cyclopropane-1-carbonitrile